6-((3-fluorobenzyl)thio)-1-(oxetan-3-ylmethyl)-5-(o-tolyl)-1H-pyrazolol FC=1C=C(CSC2=CC=CC(=C2C)C2=CC(=NN2CC2COC2)O)C=CC1